CN(C1=CC(=C(C=NNC2=CC=C(C(=O)O)C=C2)C=C1)O)C 4-(2-(4-(dimethylamino)-2-hydroxybenzylidene)hydrazinyl)benzoic acid